C1(CC1)NC(C=C)=O N-cyclopropylacrylamid